6,7-dichloro-1-methyl-4-(1-(5-((4-methylpiperazin-1-yl)methyl)pyrimidin-2-yl)piperidin-4-yl)-1,4-dihydropyrido[2,3-b]pyrazine-2,3-dione ClC=1C(=CC2=C(N(C(C(N2C)=O)=O)C2CCN(CC2)C2=NC=C(C=N2)CN2CCN(CC2)C)N1)Cl